(1R,10R)-10-{[(tert-butyldimethylsilyl)oxy]methyl}-4-methyl-8,11-dioxa-2,6-diazatricyclo[7.2.1.0{2,7}]dodeca-3,6-dien-5-one [Si](C)(C)(C(C)(C)C)OC[C@@H]1C2OC3=NC(C(=CN3[C@H](O1)C2)C)=O